(5s,8s)-8-(8'-Chloro-4'H,6'H-spiro[1,3-dioxolan-2,5'-[1,2,4]triazolo[4,3-a][1]benzazepin]-1'-yl)-2-(propan-2-yl)-2-azaspiro[4.5]decan-1-on ClC=1C=CC2=C(CC3(CC=4N2C(=NN4)C4CCC2(CCN(C2=O)C(C)C)CC4)OCCO3)C1